1-(benzyloxy)-3-(2-(dimethylamino)phenyl)propan-2-one C(C1=CC=CC=C1)OCC(CC1=C(C=CC=C1)N(C)C)=O